methyl-D-serinate hydrochloride Cl.CN[C@H](CO)C(=O)O